3-(5-((4-(4-amino-3-(4-phenoxyphenyl)-1H-pyrazolo[3,4-d]pyrimidin-1-yl)-3-fluoropiperidine-1-yl)methyl)-4-fluoro-1-oxoisoindolin-2-yl)piperidine-2,6-dione NC1=C2C(=NC=N1)N(N=C2C2=CC=C(C=C2)OC2=CC=CC=C2)C2C(CN(CC2)CC=2C(=C1CN(C(C1=CC2)=O)C2C(NC(CC2)=O)=O)F)F